N[C@@H]1CN(CCC1)C1=C(C=NC(=C1)NC1=CC=C2C(=N1)N(N=C2)C(C)C)C=2C=NC(=CC2)N(C)C (S)-4-(3-Aminopiperidin-1-yl)-N6-(1-isopropyl-1H-pyrazolo[3,4-b]pyridin-6-yl)-N6',N6'-dimethyl-[3,3'-bipyridine]-6,6'-diamine